C1(=C(C=CC=C1)C#CC(=O)OC1=NC(=CC=C1)N1CC(C1)OC)C 6-(3-methoxyazetidin-1-yl)pyridin-2-yl 3-(o-tolyl)propiolate